phosphonic acid dineopentyl ester C(C(C)(C)C)OP(OCC(C)(C)C)=O